1-(4-chloro-3-fluorophenyl)-1-(2-(1-(6-(1-methyl-1H-pyrazol-4-yl)pyrrolo[2,1-f][1,2,4]triazin-4-yl)-1,2,3,6-tetrahydropyridin-4-yl)pyrimidin-5-yl)ethan-1-ol ClC1=C(C=C(C=C1)C(C)(O)C=1C=NC(=NC1)C=1CCN(CC1)C1=NC=NN2C1=CC(=C2)C=2C=NN(C2)C)F